NC1=C2N=CN(C2=NC(=N1)Cl)C1CCC(CC1)C(=O)NC=1SC2=C(N1)C=CC(=C2)Cl 4-(6-amino-2-chloro-9H-purin-9-yl)-N-(6-chloro-1,3-benzothiazol-2-yl)cyclohexanecarboxamide